C1(CCC1)C[C@H](C(=O)N1CC2(CCCC2)[C@@](CC1)(O)CN1C(C=C(C(=C1)C(=O)N1CCNCC1)C1=C(C=CC=C1)F)=O)C 1-(((R)-7-((R)-3-Cyclobutyl-2-methylpropanoyl)-10-hydroxy-7-azaspiro[4.5]decan-10-yl)methyl)-4-(2-fluorophenyl)-5-(piperazin-1-carbonyl)pyridin-2(1H)-on